N-(5,6,7,8-tetrahydronaphthalen-1-yl)acetamide tert-Butyl-4-(2-(2,6-dioxopiperidin-3-yl)-4-methoxy-1-oxoisoindolin-5-yl)piperazine-1-carboxylate C(C)(C)(C)OC(=O)N1CCN(CC1)C=1C(=C2CN(C(C2=CC1)=O)C1C(NC(CC1)=O)=O)OC.C1(=CC=CC=2CCCCC12)NC(C)=O